(R)-6-chloro-3-((1-(2-(1-(cyclopropylmethyl)-4,6-dihydropyrrolo[3,4-c]pyrazol-5(1H)-yl)-3,6-dimethyl-4-oxo-3,4-dihydroquinazolin-8-yl)ethyl)amino)-N-(methylsulfonyl)picolinamide ClC1=CC=C(C(=N1)C(=O)NS(=O)(=O)C)N[C@H](C)C=1C=C(C=C2C(N(C(=NC12)N1CC=2N(N=CC2C1)CC1CC1)C)=O)C